4-bromo-N,N-dimethylpyridine-2-carboxamide BrC1=CC(=NC=C1)C(=O)N(C)C